Ethyl (Z)-2-(2-(3-chloro-2-fluoro-4-methoxyphenyl)hydrazineylidene)propanoate ClC=1C(=C(C=CC1OC)N\N=C(/C(=O)OCC)\C)F